Perfluorophenyl-thiophenol FC=1C(=C(C(=C(C1F)F)F)S)C1=C(C(=C(C(=C1F)F)F)F)F